Laurylsarcosinate C(CCCCCCCCCCC)N(C)CC(=O)[O-]